C(CCCCCCCCC)N(CCCCCCC(C(=O)[O-])C(=O)[O-])CCCO 2-(6-(decyl(3-hydroxypropyl)amino)hexyl)malonate